(2R,4S)-4-azido-2-(4-(4,4,5,5-tetramethyl-1,3,2-dioxaborolan-2-yl)butyl)piperidine-1,2-dicarboxylic acid 2-benzyl 1-(tert-butyl) ester C(C)(C)(C)OC(=O)N1[C@](C[C@H](CC1)N=[N+]=[N-])(C(=O)OCC1=CC=CC=C1)CCCCB1OC(C(O1)(C)C)(C)C